NC1=C(SC2=NC(=CC=C21)C)C(=O)NC2CC=1C=CC(=NC1CC2)N2CC(CCC2)(CO)N 3-amino-N-{2-[3-amino-3-(hydroxymethyl)piperidin-1-yl]-5,6,7,8-tetrahydroquinolin-6-yl}-6-methylthieno[2,3-b]pyridine-2-carboxamide